4,4-Dimethyl-2-vinyl-2-oxazolin CC1(N=C(OC1)C=C)C